N-hexadecylpyridinium nitrate [N+](=O)([O-])[O-].C(CCCCCCCCCCCCCCC)[N+]1=CC=CC=C1